3-benzyloxy-N-(1,3,4-thiadiazole-2-yl)thiophene-2-carboxamide C(C1=CC=CC=C1)OC1=C(SC=C1)C(=O)NC=1SC=NN1